BrC1=C(C(=CC=C1)Cl)NC(=O)C=1C(=NC(=NC1)NC1=CC(=C(C=C1)C1CCN(CC1)C)Cl)OC N-(2-bromo-6-chlorophenyl)-2-((3-chloro-4-(1-methylpiperidin-4-yl)phenyl)amino)-4-methoxypyrimidine-5-carboxamide